ClC=1C(=C(C(=O)NC2=C(C=CC(=C2)C#N)N2CCC(CC2)OC2=C(C=C(C=C2)F)F)C=C(C1)Cl)OC 3,5-dichloro-N-(5-cyano-2-(4-(2,4-difluorophenoxy)piperidin-1-yl)phenyl)-2-methoxybenzamide